2-(1-isopropyl-4-methyl-1H-pyrazol-5-yl)-4,5,6,7-tetrahydropyrazolo[1,5-a]pyrimidine C(C)(C)N1N=CC(=C1C1=NN2C(NCCC2)=C1)C